COC(C1=C(C=C(C(=C1)F)C1=CC=CC=2CN(COC21)C(=O)C2=NC=C(C=C2Cl)Br)N2C1COCC2CC1)=O 4-[3-(5-Bromo-3-chloropyridine-2-carbonyl)-2,4-dihydro-1,3-benzoxazin-8-yl]-5-fluoro-2-(3-oxa-8-azabicyclo[3.2.1]oct-8-yl)benzoic acid methyl ester